C(CCCCCC)C1=C2C=CC(=C(C2=C[N+]2=C1C=1C=C(C(=CC1CC2)OCCCCC#C)OC)OC)OC 13-heptyl-3-(hex-5-yn-1-yloxy)-2,9,10-trimethoxy-5,6-dihydroisoquinolino[3,2-a]isoquinolin-7-ium